C(C)(C)(C)OC(NCCCCCN1N=C(C(=C1)NC1=C2N=CN(C2=NC(=N1)F)C(C)(C)C)OC)=O.C1(=CC=CC=2SC3=CC=CC=C3NC12)S(=O)(=O)N phenothiazinesulfonamide tert-butyl-N-[5-[4-[(9-tert-butyl-2-fluoro-purin-6-yl)amino]-3-methoxy-pyrazol-1-yl]pentyl]carbamate